IC=1C(=C(C(=O)O)C=CC1)C(NC(C(C)SC)C)=O 3-iodo-N-(1-methyl-2-methylthiopropyl)o-carbamoylbenzoic acid